(2R)-2-(6-{5-chloro-2-[(oxan-4-yl)amino]pyrimidin-4-yl}-1-oxo-2,3-dihydro-1H-isoindol-2-yl)-N-[(1R)-1-(3-fluoro-5-methylphenyl)ethyl]-3-hydroxypropanamide ClC=1C(=NC(=NC1)NC1CCOCC1)C1=CC=C2CN(C(C2=C1)=O)[C@@H](C(=O)N[C@H](C)C1=CC(=CC(=C1)C)F)CO